cyclopropan-1-ol C1(CC1)O